FC1=CC=C(C=C1)N1C2=C(C=3CC4(CCC13)CN(C4)C(=O)OC(C)(C)C)C=CN=C2 tert-Butyl 9'-(4-fluorophenyl)-5',7',8',9'-tetrahydrospiro[azetidine-3,6'-pyrido[3,4-b]indole]-1-carboxylate